2'H,3H-spiro[imidazo[1,2-a]pyridine-2,1'-naphthalen]-4'(3'H)-one C12(CCC(C3=CC=CC=C13)=O)N=C1N(C=CC=C1)C2